C(C1=CC=CC=C1)OC(=O)[C@@H](C)OC(=O)[C@@H](C)OC(=O)[C@@H](C)OC(=O)[C@@H](C)OC(=O)[C@@H](C)OC([C@@H](C)O)=O (R)-2-hydroxy-propionic acid (R)-1-((R)-1-{(R)-1-[(R)-1-((R)-1-benzyloxycarbonyl-ethoxycarbonyl)-ethoxycarbonyl]-ethoxycarbonyl}-ethoxycarbonyl)-ethyl ester